C1(=CC=CC=C1)S(=O)(=O)OC=1C=C(C=CC1)NC(=O)NC1=CC=C(C=C1)OS(=O)(=O)C1=CC=CC=C1 N-[3-(benzenesulfonyloxy)phenyl]-N'-[4-(benzenesulfonyloxy)phenyl]urea